FC=1C=CN(C1)C (2S,4S)-4-fluoro-1-methylpyrrole